N-(3-(N-(4-methoxyphenyl)sulfamoyl)phenyl)-4-oxo-3,4-dihydrophthalazine-1-carboxamide COC1=CC=C(C=C1)NS(=O)(=O)C=1C=C(C=CC1)NC(=O)C1=NNC(C2=CC=CC=C12)=O